2-((5-fluoropyridin-3-yl)methyl)-6-(2-(2-(methylthio)ethoxy)pyrimidin-5-yl)pyridazine-3(2H)-one FC=1C=C(C=NC1)CN1N=C(C=CC1=O)C=1C=NC(=NC1)OCCSC